8-(3-(2-Morpholinoethoxy)phenyl)-N-(6-Morpholinopyridin-3-yl)pyrido[3,4-d]pyrimidin-2-amine O1CCN(CC1)CCOC=1C=C(C=CC1)C1=NC=CC2=C1N=C(N=C2)NC=2C=NC(=CC2)N2CCOCC2